seleno chloride [Se](Cl)Cl